2,2-dideutero-6-(2-chlorophenyl)-6-(cyclopropylamino)cyclohexanone [2H]C1(C(C(CCC1)(NC1CC1)C1=C(C=CC=C1)Cl)=O)[2H]